2,3,5-tris(2-methylbenzoyl)-beta-D-ribose chloride [Cl-].CC1=C(C(=O)[C@@]2([C@H](O)O[C@@H]([C@]2(O)C(C2=C(C=CC=C2)C)=O)C(O)C(C2=C(C=CC=C2)C)=O)O)C=CC=C1